CC1=C(N=C(C=2NC3=CC=CC=C3C12)CC(OC)OC)C(=O)[O-] methyl-(2,2-dimethoxyethyl)-β-carboline-3-carboxylate